(7-(4-(4-(benzo[b]thiophen-4-yl)piperazin-1-yl)butoxy)quinolin-2-yloxy)methyl acetate C(C)(=O)OCOC1=NC2=CC(=CC=C2C=C1)OCCCCN1CCN(CC1)C1=CC=CC=2SC=CC21